N-[(1-Methyl-1H-pyrazol-3-yl)methyl]-2'-[(5-methylpyridin-2-yl)methyl]-8'-(trifluoromethyl)-2',5'-dihydrospiro[cyclobutan-1,4'-furo[2,3-g]indazol]-7'-carboxamid CN1N=C(C=C1)CNC(=O)C1=C(C2=C(CC3(C4=CN(N=C24)CC2=NC=C(C=C2)C)CCC3)O1)C(F)(F)F